furfurylidene-glucitol C(C1=CC=CO1)=C([C@H](O)[C@@H](O)[C@H](O)[C@H](O)CO)O